C(C)(=O)N1C(OCC1CCCCCCCCCC)=O 3-acetyl-4-decyloxazolidin-2-one